O-m-tolyl O-p-tolyl dithiophosphate P(=S)(OC1=CC=C(C=C1)C)(OC=1C=C(C=CC1)C)[S-]